2-[4-(Benzooxazol-2-yloxy)-phenoxy]-ethyl-4-(4-bromo-phenyl)-piperidin-4-ol O1C(=NC2=C1C=CC=C2)OC2=CC=C(OCCN1CCC(CC1)(O)C1=CC=C(C=C1)Br)C=C2